ClC=1C=CC(=C(C1)C1=CC(=CN=N1)NC1=CC=NC2=CC(=CC=C12)OCCN1CCN(CC1)C(CC(=O)OC)CC(=O)OC)F 1,5-dimethyl 3-(4-{2-[(4-{[6-(5-chloro-2-fluorophenyl)pyridazin-4-yl] amino} quinolin-7-yl)oxy] ethyl} piperazin-1-yl)pentanedioate